ClC1=NC(=C2N=C(N(C2=N1)CSC)C)N1CCOCC1 4-(2-chloro-8-methyl-9-((methylthio)methyl)-9H-purin-6-yl)morpholine